C(\C(\C)=C/C(=O)OC1CCCC1)(=O)OC1CCCC1 dicyclopentanyl citraconate